methyl (R)-3-((1R,3R)-1-(2-chloro-5-fluoro-3-methylpyridin-4-yl)-3-methyl-1,3,4,9-tetrahydro-2H-pyrido[3,4-b]indol-2-yl)-2-methylpropanoate ClC1=NC=C(C(=C1C)[C@H]1N([C@@H](CC2=C1NC1=CC=CC=C21)C)C[C@H](C(=O)OC)C)F